3-(benzyloxy)-2-(2-cyclopropylethoxy)-7-isopropyl-7,8-dihydro-1,6-naphthyridine C(C1=CC=CC=C1)OC=1C(=NC=2CC(N=CC2C1)C(C)C)OCCC1CC1